BrC=1C=NN(C1)[C@@H]1C[C@@H](N(C1)C(=O)OC(C)(C)C)C tert-Butyl (2S,4R)-4-(4-bromopyrazol-1-yl)-2-methylpyrrolidine-1-carboxylate